lithium ferrous phosphate P(=O)([O-])([O-])[O-].[Fe+2].[Li+]